benzyl-4-(trifluoromethoxy)benzenesulfonamide C(C1=CC=CC=C1)C1=C(C=CC(=C1)OC(F)(F)F)S(=O)(=O)N